3-((4-(1-(((1r,4r)-4-((4-(4-chloro-7,7-dimethyl-5-oxo-5,7-dihydroindolo[1,2-a]quinazolin-10-yl)piperidin-1-yl)methyl)cyclohexyl)methyl)piperidin-4-yl)phenyl)amino)piperidine-2,6-dione ClC=1C=2C(N=C3N(C2C=CC1)C1=CC(=CC=C1C3(C)C)C3CCN(CC3)CC3CCC(CC3)CN3CCC(CC3)C3=CC=C(C=C3)NC3C(NC(CC3)=O)=O)=O